(3-iodoazetidin-1-yl)methanone IC1CN(C1)C=O